allyl-dimethyl-silanol potassium [K].C(C=C)[Si](O)(C)C